(S)-N-cyclopropyl-2-fluoro-5-(6-((1-hydroxypropan-2-yl)amino)-5-(1-methyl-1H-imidazol-2-yl)pyridin-3-yl)-4-methylbenzamide C1(CC1)NC(C1=C(C=C(C(=C1)C=1C=NC(=C(C1)C=1N(C=CN1)C)N[C@H](CO)C)C)F)=O